3-METHYL-1H-INDAZOLE-5-BORONIC ACID CC1=NNC2=CC=C(C=C12)B(O)O